(E)-2-(2-(3-(dicyanomethylene)-5,5-dimethylcyclohex-1-en-1-yl)vinyl)-5-(diethylamino)phenyl-4-bromobutanoic acid C(#N)C(=C1C=C(CC(C1)(C)C)/C=C/C1=C(C=C(C=C1)N(CC)CC)C(C(=O)O)CCBr)C#N